C(C=1C(C(=O)[O-])=CC=CC1)(=O)OC1CCC1 4-Cyclobutyl phthalate